COC1=C(OC2=C(C(=O)NC=3C=NC=CC3)C=C(C=N2)C(F)(F)F)C=CC(=C1)OC 2-(2,4-dimethoxyphenoxy)-N-(pyridin-3-yl)-5-(trifluoromethyl)nicotinamide